1-(5-iodo-1-isopropyl-1H-imidazol-2-yl)ethane-1-one IC1=CN=C(N1C(C)C)C(C)=O